α-D-mannopyranosyl-(1→6)-α-D-mannopyranosyl-(1→2)-α-D-mannopyranose [C@H]1([C@@H](O)[C@@H](O)[C@H](O)[C@H](O1)CO)OC[C@@H]1[C@H]([C@@H]([C@@H]([C@H](O1)O[C@@H]1[C@@H](O)O[C@@H]([C@H]([C@@H]1O)O)CO)O)O)O